(4-(4-((3-(3-(difluoromethyl)-1-(methoxymethyl)-1H-pyrazol-4-yl)imidazo[1,2-a]pyrazin-8-yl)amino)-2-ethylbenzoyl)piperazin-1-yl)(4-hydroxypyrrolidin-2-yl)methanone FC(C1=NN(C=C1C1=CN=C2N1C=CN=C2NC2=CC(=C(C(=O)N1CCN(CC1)C(=O)C1NCC(C1)O)C=C2)CC)COC)F